N-{[4-(Azetidine-1-carbonyl)oxan-4-yl]methyl}-4H,5H,6H,7H,8H,9H-cycloocta[b]thiophene-2-carboxamide N1(CCC1)C(=O)C1(CCOCC1)CNC(=O)C1=CC2=C(S1)CCCCCC2